(R)-N-((3,5-difluoro-4-((4-(3-fluoroazetidin-1-yl)-1-((4-fluorophenyl)thio)butan-2-yl)amino)phenyl)sulfonyl)-1-methoxycycloheptane-1-carboxamide FC=1C=C(C=C(C1N[C@@H](CSC1=CC=C(C=C1)F)CCN1CC(C1)F)F)S(=O)(=O)NC(=O)C1(CCCCCC1)OC